exo-7-ethyl-2-(2-(5-methoxybenzo[b]thiophen-3-yl)ethyl)-2-azabicyclo[2.2.2]oct-5-ene C(C)C1C2N(CC(C=C2)C1)CCC=1C2=C(SC1)C=CC(=C2)OC